C(C)(C)(C)OC(=O)N1C[C@H](CC1)C(NC=1C=C2C=CC=NC2=CN1)=O (S)-3-((1,7-naphthyridin-6-yl)carbamoyl)pyrrolidine-1-carboxylic acid tert-butyl ester